benzyl (S)-(4-cyano-4,4-diphenylbutan-2-yl)carbamate C(#N)C(C[C@H](C)NC(OCC1=CC=CC=C1)=O)(C1=CC=CC=C1)C1=CC=CC=C1